(2'R,4R,4'R)-6'-methoxy-3-methyl-1,2'-diphenyl-1'-tosyl-4'-vinyl-1',4'-dihydro-2'H-spiro[pyrazole-4,3'-quinoline]-5(1H)-one COC=1C=C2[C@H]([C@@]3([C@H](N(C2=CC1)S(=O)(=O)C1=CC=C(C)C=C1)C1=CC=CC=C1)C(=NN(C3=O)C3=CC=CC=C3)C)C=C